CC=1C(=C(CC2=C(C#N)C=CC=C2)C=C(C1)C)OCCC1CCOCC1 (3,5-Dimethyl-2-(2-(tetrahydro-2H-pyran-4-yl)ethoxy)benzyl)benzonitrile